Cyclohexyl-tetra-(dimethylaminopropylmethacrylamidophenyl)porphine tetrabromide [Br-].[Br-].[Br-].[Br-].C1(CCCCC1)C1=C2NC(=C1)C(=C1C=CC(=N1)C(=C1C=CC(N1)=C(C=1C=CC(N1)=C2C2=C(C(=CC=C2)CCCN(C)C)NC(C(=C)C)=O)C2=C(C(=CC=C2)CCCN(C)C)NC(C(=C)C)=O)C2=C(C(=CC=C2)CCCN(C)C)NC(C(=C)C)=O)C2=C(C(=CC=C2)CCCN(C)C)NC(C(=C)C)=O